N-(2-(3,3-difluoropyrrolidin-1-yl)ethyl)-3-(1-(4-fluorophenyl)ethyl)pyrazin-2-amine FC1(CN(CC1)CCNC1=NC=CN=C1C(C)C1=CC=C(C=C1)F)F